COCC1CC(OC1)C=O 4-(methoxymethyl)tetrahydrofuran-2-formaldehyde